4-((1-mercapto-3-((2-mercaptoethyl)thio)propan-2-yl)thio)butanamidine SCC(CSCCS)SCCCC(=N)N